Cl.NC(C(=O)N1CCN(CC1)C(=O)NC1=NC(N(C=C1)C1=CC=C(C=C1)OCCN1CCC(CCC1)N)=O)(C)C 4-(2-Amino-2-methylpropanoyl)-N-(1-(4-(2-(4-aminoazepan-1-yl)ethoxy)phenyl)-2-oxo-1,2-dihydropyrimidin-4-yl)piperazine-1-carboxamide hydrochloride salt